thiophosphoryl (isopropyl thiophosphate) C(C)(C)S=P12OP(=S)(O1)O2